ClC=1C(=NC(=NC1)NC1=C(C=C(C(=C1)C)N1CC2(C1)CCN(CC2)C)OC)NC2=C(C=C(C(=C2)C)C)P(C)(C)=O (2-((5-Chloro-2-((2-methoxy-5-methyl-4-(7-methyl-2,7-diazaspiro[3.5]nonan-2-yl)phenyl)amino)pyrimidin-4-yl)amino)-4,5-dimethylphenyl)dimethylphosphine oxide